(3S)-methanesulfonic acid 4-chloro-3-(tetrahydropyran-2-yloxy)-butyl ester ClC[C@H](CCOS(=O)(=O)C)OC1OCCCC1